methyl 2-[4-methoxy-2-(trifluoromethyl) phenyl]-5-[1-(benzenesulfonyl)-1H-pyrrolo[2,3-b]pyridin-4-yl]-1-{[2-(trimethylsilyl) ethoxy] methyl}-1H-pyrrole-3-carboxylate COC1=CC(=C(C=C1)C=1N(C(=CC1C(=O)OC)C1=C2C(=NC=C1)N(C=C2)S(=O)(=O)C2=CC=CC=C2)COCC[Si](C)(C)C)C(F)(F)F